BrC1=C(OC=2C(=NC=NC2)C2NCC23CNC3)C=CC(=C1)F (5-(2-bromo-4-fluorophenoxy)pyrimidin-4-yl)-2,6-diazaspiro[3.3]heptane